ClC1=CC=C(C[C@@H]2N(C[C@H]3N(C2)CCC3)C3CCN(CC3)C3=NC=CC=C3)C=C1 (3S,7R,8aS)-3-(4-chlorobenzyl)-2-(1-(pyridin-2-yl)piperidin-4-yl)octahydro-pyrrolo[1,2-a]pyrazin